C[C@H]1N(CCOC1)C1=CC(=C2C(=N1)C(=NS2)C2=CC=NN2C2OCCCC2)CS(=O)(=O)C (3R)-3-methyl-4-(7-((methylsulfonyl)methyl)-3-(1-(tetrahydro-2H-pyran-2-yl)-1H-pyrazol-5-yl)isothiazolo[4,5-b]pyridin-5-yl)morpholine